[6-(2,5-dichloropyrimidin-4-yl)-1-oxo-2,3-dihydro-1H-isoindol-2-yl]acetic acid ClC1=NC=C(C(=N1)C1=CC=C2CN(C(C2=C1)=O)CC(=O)O)Cl